COC(C1=C(C=CC(=C1)S(=O)(=O)NC)NC1CCCCC1)=O 2-(Cyclohexylamino)-5-(methylaminosulfonyl)benzoic acid methyl ester